COC1=C(C=CC=C1)C=1C(=CN(C1)C)C#N 4-(2-methoxyphenyl)-1-methyl-pyrrole-3-carbonitrile